F[P-](F)(F)(F)(F)F.N1(N=NC2=C1C=CC=C2)O[P+](N2CCCC2)(N2CCCC2)N2CCCC2 Benzotriazole-1-yl-oxy-tris-pyrrolidinophosphonium hexafluorophosphate